lithium phospho sulfide P(=O)(=O)SP(=O)=O.[Li]